ethyl para-hydroxybenzoate (ethyl para-hydroxybenzoate) C(C)C1=C(C(=O)O)C=CC(=C1)O.OC1=CC=C(C(=O)OCC)C=C1